9-(1-((6-chloro-2-(2-methyl-2H-tetrazol-5-yl)pyridin-3-yl)amino)ethyl)-3-iodo-4,7-dimethylimidazo[1,5-a]quinazolin-5(4H)-one ClC1=CC=C(C(=N1)C=1N=NN(N1)C)NC(C)C=1C=C(C=C2C(N(C=3N(C12)C=NC3I)C)=O)C